fluoro-6,7,8,9-tetrahydro-5H-5,8-epiminocyclohepta[c]pyridine FC1=NC=CC2=C1CC1CCC2N1